6-(4-(4-isopropylpiperazin-1-yl)phenyl)-1-methyl-N-(2-morpholinoethyl)-1H-benzo[d]imidazol-4-amine C(C)(C)N1CCN(CC1)C1=CC=C(C=C1)C=1C=C(C2=C(N(C=N2)C)C1)NCCN1CCOCC1